C1C(CC2=CC=CC=C12)OCC1=C(C=CC(=C1)NC1(NCOC1)C(=O)O)C1=CC(=C(C(=C1)OC)C)OC 4-({2-[(2,3-dihydro-1H-inden-2-yloxy)methyl]-3',5'-dimethoxy-4'-methyl-[1,1'-biphenyl]-4-yl}-amino)oxazolidine-4-carboxylic acid